CC1=CC=C(C=C1)S(=O)(=O)OCCOC1CCC(CC1)CO[Si](C1=CC=CC=C1)(C1=CC=CC=C1)C(C)(C)C.[Pd+].[W+4] tungsten palladium (i) 2-[4-[[Tert-butyl(diphenyl)silyl]oxymethyl]cyclohexoxy]ethyl 4-methylbenzenesulfonate